ClC=1C(=NC=C(C1)N[C@H]1CN(CCC1)C1(C(NC2=C(C=C(C=C12)F)NCC)=O)C)C#N 3-chloro-5-[[(3R)-1-[7-(ethylamino)-5-fluoro-3-methyl-2-oxo-indolin-3-yl]-3-piperidyl]amino]pyridine-2-carbonitrile